3-[1-oxo-5-(4-oxo-1-piperidyl)isoindolin-2-yl]piperidine-2,6-dione O=C1N(CC2=CC(=CC=C12)N1CCC(CC1)=O)C1C(NC(CC1)=O)=O